Cl.ClC=1C=C(C=C(C1)Cl)C=1OC2=C(N1)C=CC(=C2)C(=O)OC2CCN1C(=NC=C12)C 3-methyl-6,7-dihydro-5H-pyrrolo[1,2-c]imidazol-7-yl 2-(3,5-dichlorophenyl)benzo[d]oxazole-6-carboxylate hydrochloride